(6-(trifluoromethyl)pyridin-3-yl)methylamine FC(C1=CC=C(C=N1)CN)(F)F